FC(C=1N=CC2=CC=C(C=C2C1)[C@@H]1[C@H](C1)C=1C=2N(N=C(C1)C=1C(NC(NC1)=O)=O)C=CN2)(F)F 5-(8-((1S,2S)-2-(3-(trifluoromethyl)isoquinolin-6-yl)cyclopropyl)imidazo[1,2-b]pyridazin-6-yl)pyrimidine-2,4(1H,3H)-dione